N-[4-[3-[(2,5-Dichlorophenyl)methyl]-1H-1,2,4-triazol-5-yl]phenyl]-3-[(1,1-dioxo-1,4-thiazinan-4-yl)methyl]benzamide ClC1=C(C=C(C=C1)Cl)CC1=NNC(=N1)C1=CC=C(C=C1)NC(C1=CC(=CC=C1)CN1CCS(CC1)(=O)=O)=O